Tert-butyl (2S)-4-(5-ethyl-1,2-thiazole-3-carboxamido)-2-methylpiperidine-1-carboxylate C(C)C1=CC(=NS1)C(=O)NC1C[C@@H](N(CC1)C(=O)OC(C)(C)C)C